7-Chloro-6-((4-(piperidin-1-yl)phenyl)amino)chinolin-5,8-dion ClC1=C(C(C=2C=CC=NC2C1=O)=O)NC1=CC=C(C=C1)N1CCCCC1